amino-6-oxo-(5H)-pyrido[3,2-d]pyrimidine hydrochloride Cl.NC=1N=CC2=C(N1)C=CC(N2)=O